NC1=CC=C(C=C1)S(=O)(=O)NN p-aminobenzenesulfonyl-hydrazine